6-(2-amino-1H-benzo[d]imidazol-6-yl)-3-methyl-2-(morpholinomethyl)quinazolin-4(3H)-one NC1=NC2=C(N1)C=C(C=C2)C=2C=C1C(N(C(=NC1=CC2)CN2CCOCC2)C)=O